((5-bromo-1-(benzenesulfonyl)-1H-pyrrolo[2,3-b]pyridin-4-yl)amino)-2-methylpropan-1-ol BrC=1C(=C2C(=NC1)N(C=C2)S(=O)(=O)C2=CC=CC=C2)NC(C(C)C)O